2-(1-cyclopropylpyrazol-4-yl)-6-methyl-4-[7-methyl-6-(1-methylazetidin-3-yl)-4-[3-(trifluoromethyl)-1-bicyclo[1.1.1]pentanyl]pteridin-2-yl]morpholine C1(CC1)N1N=CC(=C1)C1CN(CC(O1)C)C1=NC2=NC(=C(N=C2C(=N1)C12CC(C1)(C2)C(F)(F)F)C2CN(C2)C)C